tert-butyl 4-{4-[(3-methyl-4-{5H,6H,8H-[1,2,4]triazolo[1,5-a]pyrazin-7-ylmethyl}phenyl)amino]pyrido[3,2-d]pyrimidin-6-yl}piperazine-1-carboxylate CC=1C=C(C=CC1CN1CC=2N(CC1)N=CN2)NC=2C1=C(N=CN2)C=CC(=N1)N1CCN(CC1)C(=O)OC(C)(C)C